C(CCCCCCCCCC=CCCCCCCCC)(=O)OCCCCCCCCCCCCCCCCCCC(=O)O 19-(eicos-11-enoyloxy)-nonadecanoic acid